Tert-butyl 2-(hydroxymethyl)-4-methoxy-5,7-dihydro-6H-pyrrolo[3,4-d]pyrimidine-6-carboxylate OCC=1N=C(C2=C(N1)CN(C2)C(=O)OC(C)(C)C)OC